ClC=1C=C(C=CC1Cl)C1=CC=C(C=C1)CCC(C(=O)N)(CC)NC (2-(3',4'-dichloro-[1,1'-biphenyl]-4-yl)ethyl)-2-(methylamino)butanamide